C(C)(C)(C)C=1C=C(NN1)NC(=O)NC1=CC=C(C=C1)N1C=NC2=C1C=CC(=C2)OCC2OCCCC2 1-(5-tert-butyl-2H-pyrazol-3-yl)-3-{4-[5-(tetrahydropyran-2-ylmethoxy)-benzimidazol-1-yl]-phenyl}-urea